(S)-1-benzyl-1,2,3,4,5,6,7,8-octahydroisoquinoline C(C1=CC=CC=C1)[C@@H]1NCCC=2CCCCC12